Diisobutylzirconium C(C(C)C)[Zr]CC(C)C